FC(OC1=NC=C(C(=O)NCC=2C(=NN3N=CC=CC32)C)C=C1F)F 6-(difluoromethoxy)-5-fluoro-N-((2-methylpyrazolo[1,5-b]pyridazin-3-yl)methyl)nicotinamide